(S)-tert-butyl 7-(benzoyloxy)-5-oxa-2-azaspiro[3.4]octane-2-carboxylate C(C1=CC=CC=C1)(=O)O[C@@H]1COC2(CN(C2)C(=O)OC(C)(C)C)C1